11-chloro-4,7,12-triazatricyclo[7.4.0.02,7]trideca-1(9),10,12-triene ClC1=CC=2CN3CCNCC3C2C=N1